methyl 7-chloro-2-(4-(dimethylamino)bicyclo[2.2.2]octan-1-yl)-2,4-dimethyl-6-(2-oxoethyl)benzo[d][1,3]dioxole-5-carboxylate ClC1=C(C(=C(C2=C1OC(O2)(C)C21CCC(CC2)(CC1)N(C)C)C)C(=O)OC)CC=O